tert-Butyl 4-((5-Amino-2-chloropyridin-4-yl)amino)piperidine-1-carboxylate NC=1C(=CC(=NC1)Cl)NC1CCN(CC1)C(=O)OC(C)(C)C